C1(CC1)C1=NC(=CC=C1C#CC1(CC1)CC(=O)O)C=1N=NN(C1COC(N(C)CCCCF)=O)C 2-(1-((2-cyclopropyl-6-(5-((((4-fluorobutyl)(methyl)carbamoyl)oxy)methyl)-1-methyl-1H-1,2,3-triazol-4-yl)pyridin-3-yl)ethynyl)cyclopropyl)acetic acid